N-(4-methoxyphenyl)-5-((4-(4-methyl-2-(methylamino)thiazol-5-yl)pyrimidin-2-yl)amino)-1H-indole-2-carboxamide COC1=CC=C(C=C1)NC(=O)C=1NC2=CC=C(C=C2C1)NC1=NC=CC(=N1)C1=C(N=C(S1)NC)C